(2-Phenyltriazol-4-yl)-[4-(1,3,5-trimethylpyrazol-4-yl)-3,4-dihydro-1H-isoquinolin-2-yl]methanone C1(=CC=CC=C1)N1N=CC(=N1)C(=O)N1CC2=CC=CC=C2C(C1)C=1C(=NN(C1C)C)C